NC=1C(=NC(=C(N1)C=1OC=CN1)C=1C=CC=2N(C1)C(=CN2)C)C(=O)NCC2=NC=CC=C2OCCO 3-amino-N-((3-(2-hydroxyethoxy)pyridin-2-yl)methyl)-6-(3-methylimidazo[1,2-a]pyridin-6-yl)-5-(oxazol-2-yl)pyrazine-2-carboxamide